[Si](C1=CC=CC=C1)(C1=CC=CC=C1)(C(C)(C)C)OCCC1=NC=C2N1C(=CC(=C2)S(=O)(=O)CC(C)(C)C)N2C1CN(CC2CC1)C(=O)C1=C(C=C(C=C1)F)Cl [8-[3-[2-[tert-butyl(diphenyl)silyl]oxyethyl]-7-(2,2-dimethylpropylsulfonyl)imidazo[1,5-a]pyridin-5-yl]-3,8-diazabicyclo[3.2.1]octan-3-yl]-(2-chloro-4-fluoro-phenyl)methanone